NC1=NC=NN2C1=NC=C2C=2C=C(C=CC2C)S(=O)(=O)N2CC(C(CC2)(F)F)O 1-((3-(4-Aminoimidazo[2,1-f][1,2,4]triazin-7-yl)-4-methylphenyl)sulfonyl)-4,4-difluoropiperidin-3-ol